(5'S)-6-methyl-2-oxo-1,2-dihydrospiro[pyrido[2,3-b][1,4]oxazine-3,3'-pyrrolidine]-5'-carboxamide CC=1C=CC2=C(OC3(CN[C@@H](C3)C(=O)N)C(N2)=O)N1